COC1=C(C=C(C=N1)N1N=C(C2=C1CCOCC2)C=2C=NN(C2)C(C)C2CCN(CC2)C(=O)OC(C)(C)C)C tert-Butyl 4-(1-(4-(1-(6-methoxy-5-methylpyridin-3-yl)-4,5,7,8-tetrahydro-1H-oxepino[4,5-c]pyrazol-3-yl)-1H-pyrazol-1-yl)ethyl)piperidine-1-carboxylate